1-(3-(7-methoxy-3-(4-(trifluoro-methyl)phenyl)-1H-indazol-1-yl)-pyrrolidin-1-yl)prop-2-en-1-one COC=1C=CC=C2C(=NN(C12)C1CN(CC1)C(C=C)=O)C1=CC=C(C=C1)C(F)(F)F